N1(CCC1)C1=CC2=C(C=C(O2)C(=O)NS(=O)(=O)C2=C(C=CC(=C2)CC)OC2CCCC2)C(=C1)F 6-(Azetidin-1-yl)-N-[2-(cyclopentyloxy)-5-ethylbenzene-1-sulfonyl]-4-fluoro-1-benzofuran-2-carboxamide